CN1CC(N(CC1=O)CCC(=O)O)=O 3-(4-methyl-2,5-dioxopiperazin-1-yl)propanoic acid